2-(4-(3-isopropyl-2-(5-methylimidazo[1,5-a]pyridin-7-yl)-1H-indol-5-yl)piperidin-1-yl)-N-methylacetamide C(C)(C)C1=C(NC2=CC=C(C=C12)C1CCN(CC1)CC(=O)NC)C1=CC=2N(C(=C1)C)C=NC2